N-(4-((6,7-dimethoxyquinolin-4-yl)oxy)phenyl)-4-oxo-1-phenyl-1,4-dihydroquinoline-3-carboxamide COC=1C=C2C(=CC=NC2=CC1OC)OC1=CC=C(C=C1)NC(=O)C1=CN(C2=CC=CC=C2C1=O)C1=CC=CC=C1